rac-6-chloro-7-fluoro-5-((1R,2S)-2-methylcyclopropyl)-1-(tetrahydro-2H-pyran-2-yl)-4-(4,4,5,5-tetramethyl-1,3,2-dioxaborolan-2-yl)-1H-indazole ClC1=C(C(=C2C=NN(C2=C1F)[C@@H]1OCCCC1)B1OC(C(O1)(C)C)(C)C)[C@H]1[C@H](C1)C |&1:11|